CN(CCC1(C(C=C(C=C1)NC1=NC=CC(=N1)C1=CNC2=C(C=CC=C12)OC)[N+](=O)[O-])NC)C 1-(2-(dimethylamino)ethyl)-N4-(4-(7-methoxy-1H-indol-3-yl)pyrimidin-2-yl)-N1-methyl-2-nitrobenzene-1,4-diamine